BrC=1C=C(C=C2C(C=C(OC12)N1CCCCC1)=O)C 8-bromo-6-methyl-2-(1-piperidyl)chromen-4-one